7,7,10-trimethyl-6a,7,12,12a,13,14-hexahydro-6H-benzo[7,8]thiochromeno[4,3-b]quinolone CC1(C2C(NC3=CC(=CC=C13)C)C=1CCC3=C(C1S(C2)=O)C=CC=C3)C